C1(CC1)CN1C(=CC=2C1=NC=CC2)C2=NC1=C(N2CC=2C(=NN(C2)C)C)C(=CC(=C1)C(=O)N1C2CCC(C1)[C@H]2N)OC (7R)-2-{2-[1-(cyclopropylmethyl)-1H-pyrrolo[2,3-b]pyridin-2-yl]-1-[(1,3-dimethyl-1H-pyrazol-4-yl)methyl]-7-methoxy-1H-1,3-benzodiazole-5-carbonyl}-2-azabicyclo[2.2.1]heptan-7-amine